OC1CC2(CN(C2)CC2=CC=C(C(=O)N)C=C2)C1 4-({6-hydroxy-2-azaspiro[3.3]heptan-2-yl}methyl)benzamide